CC1C(=C(C2=CC=CC=C12)C)[SiH](C)C.[Cl] chlorine (1,3-dimethyl-1H-inden-2-yl)dimethylsilane